CC1=NC2=CC=C(C=C2C1(C)C)S(=O)(=O)[O-].[K+] potassium 2,3,3-trimethylindole-5-sulfonate